O[C@H]1C[C@@H](CNC1)NC(OC(C)(C)C)=O tert-butyl ((3S,5S)-5-hydroxypiperidin-3-yl)carbamate